(2-fluoro-4-iodophenyl)-4-methanesulfinylpyridin-3-amine FC1=C(C=CC(=C1)I)C1=NC=CC(=C1N)S(=O)C